CC(C)OP(=O)(C)F O-Isopropyl methylphosphonofluoridate